2-[(3S)-1-Methylpyrrolidin-3-yl]-5-[(3S)-3-methyl-2,3,4,5-tetrahydropyridin-6-yl]indazole CN1C[C@H](CC1)N1N=C2C=CC(=CC2=C1)C=1CC[C@@H](CN1)C